2,6-dimethyl-phenyl isocyanate CC1=C(C(=CC=C1)C)N=C=O